O[C@@]1(C(N(CC1)C)=O)C=1N=C(SC1)C1=CC(=CC=C1)B1OC(C(O1)(C)C)(C)C (R,S)-3-Hydroxy-1-methyl-3-(2-(3-(4,4,5,5-tetramethyl-1,3,2-dioxaborolan-2-yl)phenyl)thiazol-4-yl)pyrrolidin-2-one